(3-(((4-(2-((6-(1,3,4-thiadiazol-2-yl)-1H-indazol-4-yl)amino)ethoxy)butyl)amino)methyl)-5-(trifluoromethoxy)phenyl)methanol S1C(=NN=C1)C1=CC(=C2C=NNC2=C1)NCCOCCCCNCC=1C=C(C=C(C1)OC(F)(F)F)CO